3-(1-oxo-5-((2-(3-(quinolin-4-yl)azetidin-1-yl)cyclohexyl)oxy)isoindolin-2-yl)piperidine-2,6-dione O=C1N(CC2=CC(=CC=C12)OC1C(CCCC1)N1CC(C1)C1=CC=NC2=CC=CC=C12)C1C(NC(CC1)=O)=O